Oxalylchlorid C(C(=O)Cl)(=O)Cl